S(=O)(=O)(O)C1=CC=C(C)C=C1.C(C(C)O)O propylene glycol monotosylate